FC1=C(C=CC=C1C[C@@H]1N(CC2(CC2)[C@@H]1NS(=O)(=O)C)C(=O)N[C@@H](COC)C)C1=CC=CC=C1 (6S,7S)-6-((2-fluoro-[1,1'-biphenyl]-3-yl)methyl)-N-((R)-1-methoxypropan-2-yl)-7-(methylsulfonamido)-5-azaspiro[2.4]heptane-5-carboxamide